FC=1C=C(C=CC1B1OC(C(O1)(C)C)(C)C)NC(=O)[C@@H]1N(CCC1)C(=O)NC1=CC=C(C=C1)C(C)C (2R)-N2-[3-fluoro-4-(4,4,5,5-tetramethyl-1,3,2-dioxaborolan-2-yl)phenyl]-N1-[4-(propan-2-yl)phenyl]pyrrolidine-1,2-dicarboxamide